C1(=CC=C(C=C1)S(=O)(=O)N1C(CCCC1)C(=O)NO)C1=CC=CC=C1 1-([1,1'-biphenyl]-4-ylsulfonyl)-N-hydroxypiperidine-2-carboxamide